ClC1=C(C(=NN1C)C1=NOC(=C1)C)C(=O)N1CC(CCC1)CNCCC(C)C (5-chloro-1-methyl-3-(5-methylisoxazol-3-yl)-1H-pyrazol-4-yl)(3-((isopentylamino)methyl)piperidin-1-yl)methanone